(S)-ethyl 4-methyl-2-(5-(3-(5-(pentan-3-ylcarbamoyl)oxazol-2-yl)phenyl)-1H-pyrazole-3-carboxamido)pentanoate trifluoroacetate FC(C(=O)O)(F)F.CC(C[C@@H](C(=O)OCC)NC(=O)C1=NNC(=C1)C1=CC(=CC=C1)C=1OC(=CN1)C(NC(CC)CC)=O)C